[O-]S(=O)(=O)C(F)(F)F.[Ba+2].[O-]S(=O)(=O)C(F)(F)F Barium triflat